2-Cyclopropanecarbonyl-6-{[5-methyl-3-(6-methylpyridin-3-yl)-1,2-oxazol-4-yl]methoxy}-1,2,3,4-tetrahydro-2,7-naphthyridine C1(CC1)C(=O)N1CC2=CN=C(C=C2CC1)OCC=1C(=NOC1C)C=1C=NC(=CC1)C